1-Phenyl-3-(4-isopropylphenyl)propan-1,3-dion C1(=CC=CC=C1)C(CC(=O)C1=CC=C(C=C1)C(C)C)=O